F[C@@H]1CN(C[C@@H](C1)N1C(CCC1)=O)C(=O)OC1=CC=C(C=C1)Cl 4-chlorophenyl (3S,5R)-3-fluoro-5-(2-oxopyrrolidin-1-yl)piperidine-1-carboxylate